C(C)(C)(C)C1=C(C=2C(C3=CC=CC=C3N(C2C=C1)C1=CC=CC=C1)C1=C(C=C(C=C1C)C)C)C(C)(C)C Di-tert-butyl-9-mesityl-10-phenylacridine